2,3-difluoro-6-methoxyphenylboronic acid FC1=C(C(=CC=C1F)OC)B(O)O